N1-methyl-4-((1-methyl-1H-benzo[d][1,2,3]triazol-6-yl)ethynyl)-2,7-naphthyridine-1,6-diamine CNC1=NC=C(C2=CC(=NC=C12)N)C#CC=1C=CC2=C(N(N=N2)C)C1